(benzyloxy)-2-(difluoromethyl)-N-(2-oxopyrrolidin-3-yl)-1-benzothiophene-3-carboxamide C(C1=CC=CC=C1)OC1=CC=CC2=C1C(=C(S2)C(F)F)C(=O)NC2C(NCC2)=O